ethyl 6-(2,5-dichloro-6-methoxypyridin-3-yl)-4-oxo-4H-pyran-3-carboxylate ClC1=NC(=C(C=C1C1=CC(C(=CO1)C(=O)OCC)=O)Cl)OC